Cl.FC1=CC(=CC2=C1N=C(S2)C2CCNCC2)C2=CC1=C(N=C(O1)C)C=C2 6-[4-fluoro-2-(piperidin-4-yl)-1,3-benzothiazol-6-yl]-2-methyl-1,3-benzoxazole hydrochloride